C(C)(C)(C)OC(=O)N1C([C@H]([C@@H]([C@H]1C1=CC=CC=C1)NC(=O)C1CC1)C)=O |r| rac-(3s,4s,5r)-4-(cyclopropanecarbonylamino)-3-methyl-2-oxo-5-phenyl-pyrrolidine-1-carboxylic acid tert-butyl ester